bis(N,N-diethyl-dithiocarbamic acid) molybdenum [Mo].C(C)N(C(S)=S)CC.C(C)N(C(S)=S)CC